BrCCCOC1=C(C2=C(SC(=C2)C(CC(C(=O)OC)(C)C)=C)C=C1OC)F methyl 4-(5-(3-bromopropoxy)-4-fluoro-6-methoxybenzo[b]thiophen-2-yl)-2,2-dimethylpent-4-enoate